NC(C(CO)NC(=O)C1=C(OC2=C1C=C(C=C2)OCC2=CC=NN2CC(F)F)C)=O N-(1-amino-3-hydroxy-1-oxopropan-2-yl)-5-((1-(2,2-difluoroethyl)-1H-pyrazol-5-yl)methoxy)-2-methylbenzofuran-3-carboxamide